C(C1=CC=CC=C1)N1CC2(C1C(C)C)C[C@H]([C@@H](C2)NC(=O)[C@H]2N(C[C@@H](C2)O)C([C@H](C(C)(C)C)N2N=NC(=C2)C2CC2)=O)O (2S,4R)-N-[(6R,7R)-2-benzyl-6-hydroxy-3-isopropyl-2-azaspiro[3.4]octan-7-yl]-1-[(2S)-2-(4-cyclopropyltriazol-1-yl)-3,3-dimethyl-butanoyl]-4-hydroxy-pyrrolidine-2-carboxamide